4-Methyl-3,6,7,8-tetrahydro-1H-2,5-diaza-as-indacene-2-carboxylic acid tert-butyl ester C(C)(C)(C)OC(=O)N1CC2=C3CCCC3=NC(=C2C1)C